C(C)(C)NC([C@H](CCCNC(OC(C)(C)C)=O)NC(OCCCC1=C(C(=C(C(=C1C)OC)C)C)OC)=O)=O (S)-tert-butyl (3-(2,5-dimethoxy-3,4,6-trimethylphenyl)propyl) (5-(isopropylamino)-5-oxopentane-1,4-diyl)dicarbamate